C1(C=2C(C(N1CCCC#C)=O)=CC=CC2)=O 1-phthalimido-4-pentyne